(3,4-Dimethoxyphenyl)-[4-(3-phenylpropyl)-1-piperidyl]methanon COC=1C=C(C=CC1OC)C(=O)N1CCC(CC1)CCCC1=CC=CC=C1